NC(C(=O)O)CCCCCOC amino-7-methoxyheptanoic acid